B([O-])(O)O.C(CC(=O)O)(=O)O.C(CC(=O)O)(=O)O.[Li+] Lithium bismalonate borate